2-(1H-pyrazol-4-yl)thiazole-4-carboxylic acid N1N=CC(=C1)C=1SC=C(N1)C(=O)O